C(CCC)C1=CC(=C(C(=C1)O)C1=C2CC(N(C2=CC=C1C)CC)=O)O 4-(4-Butyl-2,6-dihydroxyphenyl)-1-ethyl-5-methylindolin-2-one